S(N)(O)(=O)=O Sulfamic acid